FC=1C(=NC=C(C1)C(F)(F)F)CC1CC2(CN(C2)C(=O)N2C[C@H](CC2)C(=O)N)C1 (3S)-1-[6-[[3-Fluoro-5-(trifluoromethyl)-2-pyridyl]methyl]-2-azaspiro[3.3]heptane-2-carbonyl]pyrrolidine-3-carboxamide